COC1=C(C=CC=C1)C1=NN=C2N1C1=CC=CC=C1C(N2CC=2C=C(C=CC2)NC(=O)N)=O 3-((1-(2-methoxyphenyl)-5-oxo-[1,2,4]triazolo[4,3-a]quinazolin-4(5H)-yl)methyl)phenylurea